NC1=NC=CC=C1C1=NC=2C(=NC(=CC2)C(C)C)N1C1=CC=C(C=C1)CO (4-(2-(2-aminopyridin-3-yl)-5-isopropyl-3H-imidazo[4,5-b]pyridin-3-yl)phenyl)methanol